Bis(3-pentyloxy)9-oxoheptadecanedioic acid bis(3-pentyloxy) ester CCC(CC)OOC(C(CCCCCCC(CCCCCCCC(=O)OOC(CC)CC)=O)(OC(CC)CC)OC(CC)CC)=O